2-((3,5-dicyano-4-ethyl-6-(4-oxopiperidin-1-yl)pyridin-2-yl)sulfanyl)-2-phenylacetamide C(#N)C=1C(=NC(=C(C1CC)C#N)N1CCC(CC1)=O)SC(C(=O)N)C1=CC=CC=C1